N-((S)-5-methyl-4-oxo-2,3,4,5-tetrahydrobenzo[b][1,4]oxazepin-3-yl)-4,5-dihydro-2H,3H-spiro[furan-3,1'-furo[3,4-c]pyridine]-6'-carboxamide CN1C2=C(OC[C@@H](C1=O)NC(=O)C1=CC3=C(C=N1)COC31COCC1)C=CC=C2